4-(3-(methylsulfonyl)benzoyl)-3-morpholinecarboxamide CS(=O)(=O)C=1C=C(C(=O)N2C(COCC2)C(=O)N)C=CC1